FC=1C=C(CN2C(C=3NN=C(C3C2)NC(C2=CC=C(C=C2)N(C)C)=O)(C)C)C=C(C1)F N-[5-(3,5-difluorobenzyl)-6,6-dimethyl-1,4,5,6-tetrahydropyrrolo[3,4-c]pyrazol-3-yl]-4-dimethylaminobenzamide